isopropyl 2-methyl-2H-1,2,3-triazole-4-sulfonate CN1N=CC(=N1)S(=O)(=O)OC(C)C